6-((R)-3-aminopyrrolidin-1-yl)-N-((R)-1-(3-(difluoromethyl)-2-fluorophenyl)ethyl)quinolin-4-amine N[C@H]1CN(CC1)C=1C=C2C(=CC=NC2=CC1)N[C@H](C)C1=C(C(=CC=C1)C(F)F)F